methyl 1-(6-butyl-3-(4-methoxyphenyl)pyrazin-2-yl)pyrrolidine-3-carboxylate C(CCC)C1=CN=C(C(=N1)N1CC(CC1)C(=O)OC)C1=CC=C(C=C1)OC